1-(1-cyclopropyl-1H-pyrazol-4-yl)-6-fluoro-7-(2-hydroxyethyl)-2-methylquinolin-4(1H)-one C1(CC1)N1N=CC(=C1)N1C(=CC(C2=CC(=C(C=C12)CCO)F)=O)C